N-{2-[2-(benzyloxy)ethyl]-4-methoxybutyl}-3-methyl-2-nitroaniline C(C1=CC=CC=C1)OCCC(CNC1=C(C(=CC=C1)C)[N+](=O)[O-])CCOC